C1(=CC=CC=C1)S(=O)(=O)OC=1C=C(C=CC1)NC(=O)NC1=CC(=CC=C1)OS(=O)(=O)C1=CC=CC2=CC=CC=C12 N-[3-(benzenesulfonyloxy)phenyl]-N'-[3-(1-naphthalenesulfonyloxy)phenyl]urea